6-[(1,1,3,3-tetra-methylbutyl)amino]-1,3,5-triazine-2,4-diol CC(CC(C)(C)C)(C)NC1=NC(=NC(=N1)O)O